8-(6-((2-(dimethylamino)ethoxy)methyl)pyridin-3-yl)-3-methyl-1-(oxetan-3-yl)-1H-imidazo[4,5-c]cinnolin-2(3H)-one CN(CCOCC1=CC=C(C=N1)C1=CC=2C3=C(N=NC2C=C1)N(C(N3C3COC3)=O)C)C